3-fluoro-5-phenoxy-pyridine-4-carbonitrile FC=1C=NC=C(C1C#N)OC1=CC=CC=C1